N-(2,5-dibromophenyl)-2-ethylhexyl-thioamide BrC1=C(C=C(C=C1)Br)[N-]SCC(CCCC)CC